C1(=CC=CC=C1)[C@@H](CC)N1C[C@H](CC1)NC(OC(C)(C)C)=O tert-butyl ((S)-1-((R)-1-phenylpropyl)pyrrolidin-3-yl)carbamate